FC=1C=C(C(=O)NO)C=C(C1CC1=NOC(=N1)C1=CC=CC=C1)F 3,5-difluoro-N-hydroxy-4-((5-phenyl-1,2,4-oxadiazol-3-yl)methyl)benzamide